C1(=CC=CC=C1)C=CC(=O)OC(CCC=C(C)C)(C=C)C 1,5-dimethyl-1-vinyl-4-hexenyl 3-phenylacrylate